(2R,1'S,3'R)-3-(2-Cyclopentyl-2-phenyl-2-hydroxyacetoxy)-1-(ethoxycarbonylmethyl)-1-methylpyrrolidinium bromid [Br-].C1(CCCC1)[C@@](C(=O)OC1C[N+](CC1)(C)CC(=O)OCC)(O)C1=CC=CC=C1